isostearyllactate C(CCCCCCCCCCCCCCC(C)C)OC(C(O)C)=O